3-(2,2-Difluoro-1-methoxypropyl)-6-fluoro-2-methoxybenzaldehyde FC(C(OC)C=1C(=C(C=O)C(=CC1)F)OC)(C)F